C[C@H]1N(CCC2=C1C1=C(N=NC(=C1)C1=C(C=CC=C1)O)N2)C2=NC=C(C=N2)C2CCNCC2 (R)-2-(5-methyl-6-(5-(piperidin-4-yl)pyrimidin-2-yl)-6,7,8,9-tetrahydro-5H-pyrido[3',4':4,5]Pyrrolo[2,3-c]Pyridazin-3-yl)phenol